N-(4-(4-(6-(4,4-difluorocyclohex-1-en-1-yl)-3-fluoropyridin-2-yl)-1H-1,2,3-triazol-1-yl)-3-(6-azaspiro[2.5]octan-6-yl)phenyl)-2-hydroxyethane-1-sulfonamide FC1(CC=C(CC1)C1=CC=C(C(=N1)C=1N=NN(C1)C1=C(C=C(C=C1)NS(=O)(=O)CCO)N1CCC2(CC2)CC1)F)F